(S)-2-((Cyclopentyloxy)methyl)-4-((trifluoromethyl)sulfonyl)-2,3,4,5-tetrahydro-1H-benzo[e][1,4]diazepine C1(CCCC1)OC[C@@H]1CN(CC2=C(N1)C=CC=C2)S(=O)(=O)C(F)(F)F